3-methyl-2-{[(3R,6R)-6-methyl-1-{[3-(1,3-thiazol-4-yl)thiophen-2-yl]carbonyl}piperidin-3-yl]oxy}pyridine-4-carbonitrile CC=1C(=NC=CC1C#N)O[C@H]1CN([C@@H](CC1)C)C(=O)C=1SC=CC1C=1N=CSC1